O[C@@]1(C(N(CC1)C)=O)C1=CC(=NO1)C1=NC(=CC=C1)C1=NC(=NC=C1)NC1(CC1)C=1C=NN(C1)C (R)-3-Hydroxy-1-methyl-3-(3-(6-(2-((1-(1-methyl-1H-pyrazol-4-yl)cyclopropyl)amino)pyrimidin-4-yl)pyridin-2-yl)isoxazol-5-yl)pyrrolidin-2-one